COC1=C(C(=CC(=C1)C=1NC2=NC=NC(=C2N1)C)O)O 3-methoxy-5-(6-methyl-9H-purin-8-yl)benzene-1,2-diol